O1CC(=CC1)C(=O)N1CC(C1)C1=NN(C2=NC=CC(=C21)CO)C2=CC=C(C=C2)OC(F)(F)F (2,5-dihydrofuran-3-yl)(3-(4-(hydroxymethyl)-1-(4-(trifluoromethoxy)phenyl)-1H-pyrazolo[3,4-b]pyridin-3-yl)azetidin-1-yl)methanone